N-(4-(3-chloro-4-(pyridine-2-ylmethoxy)phenylamino)-3-cyano-7-ethoxyquinolin-6-yl)-3-(1-methylpyrrolidine-2-yl)-acrylamide ClC=1C=C(C=CC1OCC1=NC=CC=C1)NC1=C(C=NC2=CC(=C(C=C12)NC(C=CC1N(CCC1)C)=O)OCC)C#N